C(C)(C)(C)C1=CC=C(C=C1)CS 4-t-butylphenyl-methanethiol